FCCCN1C[C@H](CC1)OC1=CC=C(C=C1)C1=C(CCSC2=C1C=CC(=C2)O)C=2C=C1C=CNC1=CC2 5-[4-[(3S)-1-(3-fluoropropyl)pyrrolidin-3-yl]oxyphenyl]-4-(1H-indol-5-yl)-2,3-dihydro-1-benzothiepin-8-ol